3-(5-(((3R*,4S)-1-ethyl-4-fluoropiperidin-3-yl)oxy)-1-oxoisoindolin-2-yl)piperidine-2,6-dione C(C)N1C[C@H]([C@H](CC1)F)OC=1C=C2CN(C(C2=CC1)=O)C1C(NC(CC1)=O)=O |o1:4|